methyl 4-amino-3-(((1-(fluoromethyl)cyclopropyl)methyl)amino)benzoate NC1=C(C=C(C(=O)OC)C=C1)NCC1(CC1)CF